C(C)(=O)C1=C(C=C(C=C1)Br)N(C(C(=O)OCC)=O)C(C)C ethyl 2-((2-acetyl-5-bromophenyl) (isopropyl) amino)-2-oxoacetate